C12CN(CC(CC1)N2)C2=CC(=C(CCNC(=O)C=1C=C3C(=NC1)N(C=C3)CC(C)(C)O)C=C2F)F N-(4-(3,8-diazabicyclo[3.2.1]octan-3-yl)-2,5-difluorophenethyl)-1-(2-hydroxy-2-methylpropyl)-1H-pyrrolo[2,3-b]pyridine-5-carboxamide